(3S)-9-fluoro-3-methyl-10-(3-((5-nitropyrimidin-2-yl)amino)pyrrolidin-1-yl)-7-oxo-2,3-dihydro-7H-[1,4]oxazino[2,3,4-ij]quinoline-6-carboxylic acid FC=1C=C2C(C(=CN3C2=C(C1N1CC(CC1)NC1=NC=C(C=N1)[N+](=O)[O-])OC[C@@H]3C)C(=O)O)=O